NC=1C=C(C=C(C1)C(F)(F)F)C(C)NC1=NC(=NC2=CC(=C(C=C12)OCC1(CC1)OC)OC)C N-(1-(3-amino-5-(trifluoromethyl)phenyl)ethyl)-7-methoxy-6-((1-methoxycyclopropyl)methoxy)-2-methylquinazolin-4-amine